C(C(=C)C)(=O)OC(C)CC s-butyl methacrylate